N-(2-(2-(4-(2-(6,7-Dimethoxy-3,4-dihydroisoquinolin-2(1H)-yl)ethyl)phenyl)-2H-tetrazol-5-yl)-4,5-dimethoxyphenyl)-4-(pyridin-4-yl)benzamide COC=1C=C2CCN(CC2=CC1OC)CCC1=CC=C(C=C1)N1N=C(N=N1)C1=C(C=C(C(=C1)OC)OC)NC(C1=CC=C(C=C1)C1=CC=NC=C1)=O